N-(cyclopropylmethyl)-1-{6-[2-(methoxymethoxy)-4-(2-methyl-1,3-thiazol-5-yl)phenyl]pyridazin-3-yl}-3-methylpyrrolidin-3-amine C1(CC1)CNC1(CN(CC1)C=1N=NC(=CC1)C1=C(C=C(C=C1)C1=CN=C(S1)C)OCOC)C